3-acetyl-8-bromo-5-chloro-2-((4-chlorobenzyl)sulfinyl)quinolin-4(1H)-one C(C)(=O)C1=C(NC2=C(C=CC(=C2C1=O)Cl)Br)S(=O)CC1=CC=C(C=C1)Cl